6-amino-N-(2-(((2R,3R,4R,5R,6S)-3,4,5-trihydroxy-6-(hydroxymethyl)tetrahydro-2H-pyran-2-yl)oxy)ethyl)hexanamide NCCCCCC(=O)NCCO[C@@H]1O[C@H]([C@@H]([C@H]([C@H]1O)O)O)CO